N-(5-(3-((2,2-dimethylpyrrolidin-1-yl)methyl)azetidine-1-carboxamido)-2-methylpyridin-3-yl)-6-(1-methyl-1H-pyrazol-4-yl)pyrazolo[1,5-a]pyrazine-3-carboxamide CC1(N(CCC1)CC1CN(C1)C(=O)NC=1C=C(C(=NC1)C)NC(=O)C=1C=NN2C1C=NC(=C2)C=2C=NN(C2)C)C